C1(CCCC1)[C@@H](CC(=O)N[C@@H](COC(F)F)C1=CC(=CC=C1)OC(F)F)O (R)-3-cyclopentyl-N-((R)-2-(difluoromethoxy)-1-(3-(difluoromethoxy)phenyl)ethyl)-3-hydroxypropanamide